4-oxo-2-(pyridin-3-ylamino)-3-(o-tolyl)-3,4-dihydroquinazoline-6-carbonitrile O=C1N(C(=NC2=CC=C(C=C12)C#N)NC=1C=NC=CC1)C1=C(C=CC=C1)C